BrC1=C(COC2=C3C(C=C(OC3=CC=C2)C(=O)NN[C@@H](CC(C)C)C(=O)OC)=O)C=CC=C1 methyl (5-((2-bromobenzyl)oxy)-4-oxo-4H-chromene-2-carbonylamino)-L-leucinate